C1(=CC=CC=C1)S(=O)(=O)OCCS(=O)(=O)C 2-(methanesulfonyl)ethyl phenylsulfonate